2-fluoro-3-(N-(cyclopropylmethyl)benzamido)benzoic acid FC1=C(C(=O)O)C=CC=C1N(C(C1=CC=CC=C1)=O)CC1CC1